BrC1=C2C=CN=C(C2=C(C=C1)F)OC(F)F 5-bromo-1-(difluoromethoxy)-8-fluoroisoquinoline